ClC=1C=C2C=CN(C2=C(C1)C1=C2C(=NC=C1)C=C(S2)CN2C(N(C(=CC2=O)C)C(C)C)=O)CC2(CCNCC2)C#N 4-((5-Chloro-7-(2-((3-isopropyl-4-methyl-2,6-dioxo-3,6-dihydropyrimidine-1(2H)-yl)methyl)thieno[3,2-b]pyridin-7-yl)-1H-indol-1-yl)methyl)piperidine-4-carbonitrile